tert-butyl methyl(4-(3-neopentyl-4-oxo-7-(trifluoromethyl)-3,4-dihydroquinazolin-2-yl)butyl)carbamate CN(C(OC(C)(C)C)=O)CCCCC1=NC2=CC(=CC=C2C(N1CC(C)(C)C)=O)C(F)(F)F